C(C)(C)(C)OC(=O)N1C(C2=C(CC1)N(C=C2)C2=CC(=NC=C2)Br)=O 1-(2-bromopyridin-4-yl)-4-oxo-1,4,6,7-tetrahydro-5H-pyrrolo[3,2-c]pyridine-5-carboxylic acid tert-butyl ester